C(C)(C)(C)OC(=O)NCCCCNC=1SC(=C(N1)C(=O)OC)CCCOC1=C(C=C(C=C1)C#CCN(C)C)F methyl 2-[4-(tert-butoxycarbonylamino)butylamino]-5-[3-[4-[3-(dimethylamino)prop-1-ynyl]-2-fluoro-phenoxy]propyl]thiazole-4-carboxylate